2,4-diisocyanato-6-nonyl-1,3,5-triazine N(=C=O)C1=NC(=NC(=N1)N=C=O)CCCCCCCCC